1-(4-bromophenyl)-8-(5-fluoropyridin-2-yl)-10-(hydroxymethyl)-9,10-dihydrophenanthren-4-ol BrC1=CC=C(C=C1)C1=CC=C(C=2C3=CC=CC(=C3CC(C12)CO)C1=NC=C(C=C1)F)O